7-formyl-6-methoxy-2-(o-tolyl)-1H-pyrrolo[3,2-c]pyridine-3-carbonitrile C(=O)C=1C2=C(C=NC1OC)C(=C(N2)C2=C(C=CC=C2)C)C#N